O1[C@H](CCC1)C12CNCC(CC1)N2C(=O)[O-] 1-[(2R)-oxolan-2-yl]-3,8-diazabicyclo[3.2.1]octane-8-carboxylate